(E)-N-(4-(1-(4-(4-(4-((2-(2,6-dioxopiperidin-3-yl)-3-oxoisoindolin-4-yl)oxy)butyl)piperazin-1-yl)benzoyl)piperidin-4-yl)butyl)-3-(pyridin-3-yl)acrylamide O=C1NC(CCC1N1CC2=CC=CC(=C2C1=O)OCCCCN1CCN(CC1)C1=CC=C(C(=O)N2CCC(CC2)CCCCNC(\C=C\C=2C=NC=CC2)=O)C=C1)=O